5,8-dihydro-1,7-naphthyridine-2,7(6H)-dicarboxylic acid 7-(tert-butyl) 2-methyl ester COC(=O)C1=NC=2CN(CCC2C=C1)C(=O)OC(C)(C)C